CO[Si](OC)OC tris(methoxy)silicon